N-(3-(2-(1,1-difluoroethyl)-6-ethylpyrimidin-4-yl)-1-methyl-1H-pyrrolo[2,3-c]pyridin-5-yl)acetamide FC(C)(F)C1=NC(=CC(=N1)C1=CN(C2=CN=C(C=C21)NC(C)=O)C)CC